[Ir].C(C)C1(C=CC=C1)C1=CC=CCC1 (ethylcyclopentadienyl)(cyclohexadiene) iridium